N-[2-(morpholin-4-yl)-8-(1H-pyrazol-5-yl)-1,7-naphthyridine-4-yl]hexahydro-1λ4-thiopyran-1-imine-1-oxide N1(CCOCC1)C1=NC2=C(N=CC=C2C(=C1)N=S1(CCCCC1)=O)C1=CC=NN1